NC1C(C2CCC1C2)C(=O)O 3-aminobicyclo[2.2.1]heptane-2-carboxylic acid